6-methyl-7-oxo-1-p-toluenesulfonyl-6,7-dihydro-1H-pyrrolo[2,3-c]pyridine-4-carbaldehyde CN1C(C2=C(C(=C1)C=O)C=CN2S(=O)(=O)C2=CC=C(C)C=C2)=O